C(CCCCCCCCCCCCCCC)[N+](C)(CCCCCCCCCCCCCCCC)CCCCCCCCCCCCCCCC tricetyl-methylammonium